N(=C=O)CCCC[Si](OCC)(OCC)C 4-isocyanatobutylmethyldiethoxysilane